N-(2-chloro-3-(trifluoromethyl)benzyl)-8-hydroxy-5,6,7,8-tetrahydroquinoline-5-carboxamide ClC1=C(CNC(=O)C2C=3C=CC=NC3C(CC2)O)C=CC=C1C(F)(F)F